7-((3,5-Difluoro-4-isothiocyanatophenyl)ethynyl)-3-pentyl-1,2-dihydronaphthalene FC=1C=C(C=C(C1N=C=S)F)C#CC1=CC=C2C=C(CCC2=C1)CCCCC